thiourea, ammonium salt [NH4+].NC(=S)N